COCCN(C(CC1=C(N=C2N1C=CC(=C2)C)C2=CC=C(C=C2)C)=O)CC2=NC=CC=C2 N-(2-methoxyethyl)-N-(2-pyridylmethyl)-2-[2-(4-methylphenyl)-7-methyl-imidazo[1,2-a]pyridin-3-yl]-acetamide